OCCN(C(CS(=O)(=O)O)(C)O)CCO β-Bis(2-hydroxyethyl)amino-2-hydroxypropane-1-sulfonic acid